C1(CC1)N1CC(=CC=C1)C=1CCN(CC1)CC=1C=NC=2C=C(C(NC2C1)=C=O)CC N-cyclopropyl-1'-((7-ethyl-6-carbonyl-5,6-dihydro-1,5-naphthyridin-3-yl)methyl)-1',2',3',6'-tetrahydro-[3,4'-bipyridine]